chloro-1'-(methoxyimino)-6'-(pyrimidin-4-ylamino)-1',2'-dihydro-5'H-spiro[cyclohexane-1,3'-imidazo[1,5-a]pyridin]-5'-one ClN1C2(N3C(=CC=C(C3=O)NC3=NC=NC=C3)C1=NOC)CCCCC2